ClB chloroboran